C(=O)(OC(C)(C)C)NCCC1=CNC2=CC=CC=C12 N-Boc-Tryptamine